ClC=1C=C(C=2N(N1)C=CN2)OC2CC2 6-chloro-8-cyclopropoxyimidazo-[1,2-b]pyridazine